[N+](=O)([O-])C1=C(C=CC(=C1)C(=O)N1CCN(CC1)C(C1=CC=CC=C1)(C1=CC=CC=C1)C1=CC=CC=C1)CC(C)=O 1-(2-Nitro-4-(4-Tritylpiperazine-1-Carbonyl)Phenyl)Propan-2-one